C1(CC1)C(CNC1=NN2C(C=N1)=C(C=C2)C=2C=NC1=NC=CC=C1C2)(F)F N-(2-cyclopropyl-2,2-difluoroethyl)-5-(1,8-naphthyridin-3-yl)pyrrolo[2,1-f][1,2,4]triazin-2-amine